2-((2,4-dioxotetrahydropyrimidin-1(2H)-yl)methyl)isonicotinic acid O=C1N(CCC(N1)=O)CC=1C=C(C(=O)O)C=CN1